1-(3-pyridylmethyl)-6-[3-(trifluoromethyl)phenyl]-3H-imidazo[4,5-b]Pyridine N1=CC(=CC=C1)CN1CNC2=NC=C(C=C21)C2=CC(=CC=C2)C(F)(F)F